[2-(3,4-epoxycyclohexyl)ethyl]triethoxysilane methyl-(R)-5-bromo-1-((R)-2-((tert-butoxycarbonyl)amino)-3-hydroxypropyl)-3-fluoro-1,2,3,4-tetrahydrothieno[3,4-b]pyridine-7-carboxylate COC(=O)C=1SC(=C2C1N(C[C@@H](C2)F)C[C@H](CO)NC(=O)OC(C)(C)C)Br.C2(CC1C(CC2)O1)CC[Si](OCC)(OCC)OCC